(R)-8-(1-((6-chloro-2-oxo-1,2-dihydropyridin-3-yl)amino)ethyl)-6-fluoro-3-methyl-2-morpholinoquinazolin-4(3H)-one ClC1=CC=C(C(N1)=O)N[C@H](C)C=1C=C(C=C2C(N(C(=NC12)N1CCOCC1)C)=O)F